FC1=C(C=CC(=C1C=1NC2=C(C3=C(N1)C(=NN3)C)C=C(N=C2)N2CCOCC2)F)CO (2,4-difluoro-3-(3-methyl-9-morpholino-1,6-dihydropyrazolo[4,3-d]pyrido[4,3-f][1,3]diazepin-5-yl)phenyl)methanol